N1C(C=CC=C1)=C1NC=CC=C1 1H,1'H-2,2'-bipyridyl